BrC1=C(C=C2C=C(N=CC2=C1)Cl)NCC1=CC=C(C=C1)OC 7-bromo-3-chloro-N-(4-methoxybenzyl)isoquinolin-6-amine